COCCCS(=O)CCNC 2-((3-methoxypropyl)sulfinyl)-N-methylethan-1-amine